5-(3-bromo-4-(methylsulfonyl)phenyl)oxazole-4-carboxylic acid BrC=1C=C(C=CC1S(=O)(=O)C)C1=C(N=CO1)C(=O)O